FC1=CC2=C(CN(CCC2)C2=CC(=C(C(=C2)C)NC(CC(C)(C)C)=O)C)C=C1F N-(4-(7,8-difluoro-1,3,4,5-tetrahydro-2H-benzo[c]azepine-2-yl)-2,6-dimethyl-phenyl)-3,3-dimethylbutyramide